FC1(C(C(C(C2(C(C(C(C(C12F)(F)F)(F)F)(F)F)(F)F)F)(F)F)(F)F)(F)F)C(F)(F)F perfluoro(methyl-decalin)